tert-butyl (1-((1R,5S,7R)-2-oxabicyclo[3.2.0]heptan-7-yl)-2-oxo-1,2-dihydropyridin-3-yl)carbamate [C@H]12OCC[C@@H]2C[C@H]1N1C(C(=CC=C1)NC(OC(C)(C)C)=O)=O